Neopentyl Glycol Dihexanoate C(CCCCC)(=O)OCC(C)(COC(CCCCC)=O)C